OCC=1N(C(C2=C(C=CC=C2C1)C)=O)C1=C(C=CC=C1)C 3-(Hydroxymethyl)-8-methyl-2-o-tolylisoquinolin-1(2H)-one